C1(=CC=CC=C1)C=1N=C(SC1)C12CC(C1)(C2)NC(OC(C)(C)C)=O tert-butyl N-[3-(4-phenylthiazol-2-yl)-1-bicyclo[1.1.1]pentanyl]carbamate